3-(3',5'-di-tert.-butyl-4'-hydroxyphenyl)propionic acid methyl ester COC(CCC1=CC(=C(C(=C1)C(C)(C)C)O)C(C)(C)C)=O